BrC1=C(C=CC(=N1)C(=O)O)F.NC=1C=2N(C=CN1)C(=NC2OC2=C(C=C(C=C2)NC2=CC=CC=C2)Cl)[C@H]2N(CCC2)C(C#CC)=O (S)-1-(2-(8-amino-1-(2-chloro-4-anilinophenyloxy)imidazo[1,5-a]pyrazin-3-yl)pyrrolidin-1-yl)but-2-yn-1-one 6-Bromo-5-fluoropicolinate